C[C@]12CCC(=O)C[C@H]1CC[C@@H]3[C@@H]2[C@H](C[C@]4([C@H]3CC[C@@H]4C(=O)CO)C=O)O The molecule is a 3-oxo-5beta-steroid formed from aldosterone by reduction across the C4-C5 double bond. It has a role as a human xenobiotic metabolite and a mouse metabolite. It is an 11beta-hydroxy steroid, a 18-oxo steroid, a 20-oxo steroid, a steroid aldehyde, a 3-oxo-5beta-steroid and a primary alpha-hydroxy ketone. It derives from an aldosterone. It derives from a hydride of a pregnane.